CC(C(C)=O)(C(CC)=O)C 3,3-dimethyl-2,4-Hexanedione